ClC1=CC=C(C=C1)C=1C2=C(NC(C(N1)CC(=O)OC)=O)SC(=C2C)C methyl 2-(5-(4-chlorophenyl)-6,7-dimethyl-2-oxo-2,3-dihydro-1H-thieno[2,3-e][1,4]diazepin-3-yl)acetate